(2R,3S,4S)-4-hydroxy-2-{[4'-(pentafluoro-lambda6-sulfanyl)-[1,1'-biphenyl]-4-yl]methyl}pyrrolidin-3-yl N-(1,2,3,4-tetrahydroisoquinolin-6-ylmethyl)carbamate C1NCCC2=CC(=CC=C12)CNC(O[C@H]1[C@H](NC[C@@H]1O)CC1=CC=C(C=C1)C1=CC=C(C=C1)S(F)(F)(F)(F)F)=O